4-methyl-3-((1-(1-methyl-1H-imidazol-4-yl)-1H-benzo[d]imidazol-5-yl)ethynyl)-N-(4-(trifluoromethyl)pyridin-2-yl)benzamide CC1=C(C=C(C(=O)NC2=NC=CC(=C2)C(F)(F)F)C=C1)C#CC1=CC2=C(N(C=N2)C=2N=CN(C2)C)C=C1